ClC=1C=C(N)C=C(C1OC=1C2=C(N=CN1)N(C=C2)S(=O)(=O)C2=CC=C(C)C=C2)Cl 3,5-dichloro-4-((7-(4-toluenesulfonyl)-7H-pyrrolo[2,3-d]pyrimidin-4-yl)oxy)aniline